m-chlorobenzoylacetonitrile ClC=1C=C(C(=O)CC#N)C=CC1